NC=1C(=NC(=C(N1)C1CC1)C1=CC=CC=2N(C=NC21)C)C(=O)OC methyl 3-amino-5-cyclopropyl-6-(1-methylbenzimidazol-4-yl)pyrazine-2-carboxylate